FC1=CC=C(C=C1)C(=O)N1CC(OCC1)C1=NC=C(C=C1)CC1=CC(=CC=C1)C(F)(F)F (4-fluorophenyl)(2-(5-(3-(trifluoromethyl)benzyl)pyridin-2-yl)morpholino)methanone